2-(1-(4-(4-Carboxyphenyl)-1H-pyrazol-1-yl)-2-((1S*,2S*)-2-(morpholine-4-carbonyl)cyclopropyl)ethyl)-5-(5-chloro-2-(1H-tetrazol-1-yl)phenyl)pyridine 1-oxide C(=O)(O)C1=CC=C(C=C1)C=1C=NN(C1)C(C[C@H]1[C@H](C1)C(=O)N1CCOCC1)C1=[N+](C=C(C=C1)C1=C(C=CC(=C1)Cl)N1N=NN=C1)[O-] |o1:16,17|